CNC(C=CC(=O)O)=O 4-(methylamino)-4-oxo-but-2-enoic acid